para-undecyl-anisole C(CCCCCCCCCC)C1=CC=C(C=C1)OC